COC1=CC=C(C=C1)C1(C=C(C2=C(O1)C=1C=C(C=CC1C1=C2C(C2=CC(=CC=C21)C)(CCC)CCC(=O)O)C)C(=O)O)C2=CC=C(C=C2)OC 3,3-bis(4-methoxyphenyl)-6,11-dimethyl-13-(2-hydroxycarbonylethyl)carboxy-13-propyl-3H,13H-indeno[2',3':3,4]naphtho[1,2-b]pyran